tert-butyl (17-(4-(3-(4-cyano-3-(trifluoromethyl)phenyl)-5,5-dimethyl-4-oxo-2-thioxoimidazolidin-1-yl)phenoxy)-3,6,9,12,15-pentaoxaheptadecyl)(3-((4-fluorobenzyl)oxy)benzyl)carbamate C(#N)C1=C(C=C(C=C1)N1C(N(C(C1=O)(C)C)C1=CC=C(OCCOCCOCCOCCOCCOCCN(C(OC(C)(C)C)=O)CC2=CC(=CC=C2)OCC2=CC=C(C=C2)F)C=C1)=S)C(F)(F)F